3-Oxo-3-[5-oxo-1-(2-phenylethyl)pyrrolidin-2-yl]-2-(1λ4-thiolan-1-ylidene)propanenitrile O=C(C(C#N)=S1CCCC1)C1N(C(CC1)=O)CCC1=CC=CC=C1